NC=1C=C(C(=O)O)C=C(C1)F 3-amino-5-fluorobenzoic acid